NCCC1=CC=C(S1)C(CSC1=NC(=NC2=CC=CC=C12)C(F)(F)F)=O 1-(5-(2-aminoethyl)thiophen-2-yl)-2-((2-(trifluoromethyl)quinazolin-4-yl)thio)ethan-1-one